BrC=1C=CC2=C(C=3N=C(N=C(C3S2)N2CCC(CC2)CP(OCC)(OCC)=O)Cl)C1 diethyl ((1-(8-bromo-2-chlorobenzo[4,5]thieno[3,2-d]pyrimidin-4-yl)piperidin-4-yl)methyl)phosphonate